((3-cyano-1,5,5-trimethyl-4-oxocyclohex-2-en-1-yl)methyl)-N-methylbenzamide C(#N)C1=CC(CC(C1=O)(C)C)(C)CC1=C(C(=O)NC)C=CC=C1